(1R,2R)-2-[4-[6-[5-(5-chloro-2,4-difluoro-phenyl)-1H-imidazol-4-yl]-1,5-naphthyridin-3-yl]pyrazol-1-yl]cyclohexanamine ClC=1C(=CC(=C(C1)C1=C(N=CN1)C=1N=C2C=C(C=NC2=CC1)C=1C=NN(C1)[C@H]1[C@@H](CCCC1)N)F)F